N,N-dimethyl-1-[6-[3-(6-methyl-2-pyridyl)-1H-pyrazol-4-yl]-1,5-naphthyridin-3-yl]azetidin-3-amine CN(C1CN(C1)C=1C=NC2=CC=C(N=C2C1)C=1C(=NNC1)C1=NC(=CC=C1)C)C